6-fluoro-4-methyl-2-[m-(methylthio)phenyl]-1,2-dihydro-2,3,1-benzodiazaborinin-1-ol FC=1C=CC2=C(C(=NN(B2O)C2=CC(=CC=C2)SC)C)C1